BrC1=CNC2=NC=C(C=C21)C(=O)O 3-bromo-1H-pyrrolo[2,3-b]pyridine-5-carboxylic acid